benzyl 7-((2-hydroxyethyl)sulfonyl)-2-(3-iodophenyl)-2,6,6-trimethylheptanoate OCCS(=O)(=O)CC(CCCC(C(=O)OCC1=CC=CC=C1)(C)C1=CC(=CC=C1)I)(C)C